C(CCCCC)C(C(=O)OCC(CCCOC(C(CCCCCCCC)CCCCCC)=O)N1CCC2(CC1)CCN(CC2)CCCCO[Si](C)(C)C(C)(C)C)CCCCCCCC 2-(9-(4-((tert-butyldimethylsilyl)oxy)butyl)-3,9-diazaspiro[5.5]undecan-3-yl)pentane-1,5-diyl bis(2-hexyldecanoate)